11-(2,4-difluorophenyl)-8-((2S,5R)-2,5-dimethylpiperazin-1-yl)-10-(trifluoromethyl)-2H-spiro[[1,4]thiazepino[2,3,4-ij]quinazoline-3,3'-oxetan]-6(4H)-one FC1=C(C=CC(=C1)F)C1=C(C=C2C(=NC(N3C2=C1SCC1(COC1)C3)=O)N3[C@H](CN[C@@H](C3)C)C)C(F)(F)F